5-(1-methylcyclopropoxy)-3-[2-[4-[3-(4-piperidinyloxy)cyclobutoxy]-1-piperidinyl]-4-pyridinyl]-1H-indazole CC1(CC1)OC=1C=C2C(=NNC2=CC1)C1=CC(=NC=C1)N1CCC(CC1)OC1CC(C1)OC1CCNCC1